Cl.C(C)(=O)C1=CC=C(S1)C1=CC=C(C=C1)N1C(N(N=C1)C\C(=C/F)\CN)=O 4-[4-(5-acetylthiophen-2-yl)phenyl]-2-[(2Z)-2-(aminomethyl)-3-fluoroprop-2-en-1-yl]-2,4-dihydro-3H-1,2,4-triazol-3-one hydrochloride